(1R,3S,4R)-N-((S)-1-cyano-2-((R)-2-oxopiperidin-3-yl)ethyl)-5,5-difluoro-2-((S)-2-hydroxy-2-phenylacetyl)-2-azabicyclo[2.2.2]octane-3-carboxamide C(#N)[C@H](C[C@@H]1C(NCCC1)=O)NC(=O)[C@H]1N([C@H]2CC([C@@H]1CC2)(F)F)C([C@H](C2=CC=CC=C2)O)=O